pyridin-4-yl-carbamic acid tert-butyl ester C(C)(C)(C)OC(NC1=CC=NC=C1)=O